Tricyclo[3.3.1.1(3,7)]decane-1-amine C12(CC3CC(CC(C1)C3)C2)N